(3S,3aS,6S,6aS)-hexahydrofuro[3,2-b]furan-3,6-diamine O1[C@@H]2[C@H]([C@H](C1)N)OC[C@@H]2N